NC1=NC=2C=CC(=CC2C2=C1COC2)C(=O)N(C(C)C)CC=2N=NC(=CC2)Br 4-amino-N-((6-bromo-3-pyridazinyl)methyl)-N-(2-propanyl)-1,3-dihydrofuro[3,4-c]quinoline-8-carboxamide